NCC#CC1=C(C=C(C=C1)NC(CCCCCNC(C[C@H]1C=2N(C3=C(C(=N1)C1=CC=C(C=C1)Cl)C(=C(S3)C)C)C(=NN2)C)=O)=O)OC (S)-N-(4-(3-aminoprop-1-yn-1-yl)-3-methoxyphenyl)-6-(2-(4-(4-chlorophenyl)-2,3,9-trimethyl-6H-thieno[3,2-f][1,2,4]triazolo[4,3-a][1,4]diazepin-6-yl)acetamido)hexanamide